3-chloro-6-fluorobenzo[C]isothiazole ClC1=C2C(=NS1)C=C(C=C2)F